O.O.OC1=CC=C(C=C1)S(=O)(=O)[O-].[Na+] sodium para-hydroxybenzenesulfonate dihydrate